(S)-N-(2-Hydroxy-1-phenylethyl)-4-(2-((4-morpholinophenyl)amino)pyrimidin-4-yl)benzamide OC[C@H](C1=CC=CC=C1)NC(C1=CC=C(C=C1)C1=NC(=NC=C1)NC1=CC=C(C=C1)N1CCOCC1)=O